(5-bromothiophen-2-yl)(methyl)sulfamoyl fluoride BrC1=CC=C(S1)N(S(=O)(=O)F)C